4,7-bis(4-(diphenylamino)phenyl)benzo[c][1,2,5]thiadiazole-5,6-diamine C1(=CC=CC=C1)N(C1=CC=C(C=C1)C1=C(C(=C(C2=NSN=C21)C2=CC=C(C=C2)N(C2=CC=CC=C2)C2=CC=CC=C2)N)N)C2=CC=CC=C2